1-(2,6-difluoro-4-((4-methoxybenzyl)thio)benzyl)-8-methoxy-3,4-dihydropyrazino[2,3-c][1,8]naphthyridin-2(1H)-one FC1=C(CN2C(CNC=3C=NC=4N=C(C=CC4C32)OC)=O)C(=CC(=C1)SCC1=CC=C(C=C1)OC)F